2-[6-[3-(Difluoromethoxy)-4-fluoro-phenyl]pyrazolo[3,4-b]pyrazin-1-yl]-N,N-dimethyl-acetamide FC(OC=1C=C(C=CC1F)C1=CN=C2C(=N1)N(N=C2)CC(=O)N(C)C)F